ClC=1C(=NC(=CC1)Cl)C1=NN(C(N1C)=O)C1=CC=CC=C1 3-(3,6-dichloropyridin-2-yl)-4-methyl-1-phenyl-1H-1,2,4-triazole-5(4H)-On